FC1=C(CN2CCC(CC2)N2CC(C2)=CC#N)C=CN=C1C(F)(F)F 2-(1-(1-(3-fluoro-2-(trifluoromethyl)isonicotinyl)piperidin-4-yl)azetidin-3-ylidene)acetonitrile